1-(4-(4-amino-7-cyclopropyl-7H-pyrrolo[2,3-d]pyrimidin-5-yl)benzo[d]isoxazol-7-yl)-3-(4-((1-methylpiperidin-4-yl)oxy)-3-(trifluoromethyl)phenyl)urea NC=1C2=C(N=CN1)N(C=C2C2=CC=C(C1=C2C=NO1)NC(=O)NC1=CC(=C(C=C1)OC1CCN(CC1)C)C(F)(F)F)C1CC1